COC([C@H](COS(=O)(=O)C)NC(=O)OC(C)(C)C)=O (S)-methyl-2-((tert-butoxycarbonyl)amino)-3-((methylsulfonyl)-oxy)propanoate